NC1=NN2C(C=C(C=C2)C=2C=C(C(=NC2)OC)C(=O)NCC2=C(C=CC=C2)OC2COCC2)=N1 5-{2-amino-[1,2,4]triazolo[1,5-a]pyridin-7-yl}-2-methoxy-N-{[2-(oxolan-3-yloxy)phenyl]methyl}pyridine-3-carboxamide